7-chloroquinazoline-6-carbonitrile ClC1=C(C=C2C=NC=NC2=C1)C#N